4-(2,6-dichlorobenzamido)-N-(1-((5-(2,6-dioxopiperidin-3-yl)pyridin-2-yl)methyl)piperidin-4-yl)-1H-pyrazole-3-carboxamide ClC1=C(C(=O)NC=2C(=NNC2)C(=O)NC2CCN(CC2)CC2=NC=C(C=C2)C2C(NC(CC2)=O)=O)C(=CC=C1)Cl